C(C)(C)(C)C1=CC=2C(=NC(=CN2)[C@H]2N[C@H]([C@@H](OCC2)CC(C)C)COC2=NC(=NC(=C2)C2=C(C=CC=C2C)C)NS(=O)(=O)C=2C=C(C(=O)O)C=CC2)N1C 3-[[4-[[(2S,3S,5S)-5-(6-tert-Butyl-5-methyl-pyrrolo[2,3-b]pyrazin-3-yl)-2-isobutyl-1,4-oxazepan-3-yl]methoxy]-6-(2,6-dimethylphenyl)pyrimidin-2-yl]sulfamoyl]benzoic acid